FC1=C(NCC=2N=C(N(C2)C=2C=C3C=NN(C3=CC2)C)C2=NC(=CC=C2)C)C=CC=C1 2-fluoro-N-((1-(1-methyl-1H-indazol-5-yl)-2-(6-methylpyridin-2-yl)-1H-imidazol-4-yl)methyl)aniline